CCCCCCCCCCCCCCCCCCCCCC(=O)O[C@H](COC(=O)CCCCCCCCCCCCCCC)COP(=O)([O-])OCC[N+](C)(C)C The molecule is a phosphatidylcholine 38:0 in which the acyl groups specified at positions 1 and 2 are hexadecanoyl and docosanoyl respectively. It derives from a hexadecanoic acid and a docosanoic acid.